2,5-dioxapyrrolidin-1-ylcarboxylate N1(OCCO1)C(=O)[O-]